C(CCCCCCCCC)NC(=O)C1=NN2C(CN(CCC2)C(=O)OC(C)(C)C)=C1 tert-butyl 2-(decylcarbamoyl)-7,8-dihydro-4H-pyrazolo[1,5-a][1,4]diazepine-5(6H)-carboxylate